[N-]=C=S.CCC=C 3-butene isothiocyanate